4-N-HEPTYLPHENYLBORONIC ACID B(C1=CC=C(C=C1)CCCCCCC)(O)O